4-((3-bromophenoxy)methyl)-3-fluorobenzonitrile BrC=1C=C(OCC2=C(C=C(C#N)C=C2)F)C=CC1